N1=C(C=CC=C1)C1=CC=C(C=C1)C(=O)NC(CCCO)C 4-[(4-(2-pyridyl)phenyl)formamido]pentanol